(2S)-2-(4-chloro-2-cyclobutylphenoxy)propionic acid ClC1=CC(=C(O[C@H](C(=O)O)C)C=C1)C1CCC1